2-phenyl-4,6-bis(4-(trifluoromethyl)phenyl)-1,3,5-triazine C1(=CC=CC=C1)C1=NC(=NC(=N1)C1=CC=C(C=C1)C(F)(F)F)C1=CC=C(C=C1)C(F)(F)F